5-(3-((1-methyl-1H-pyrazol-3-yl)ethynyl)phenoxy)-1H-1,2,3-triazole-4-carboxylic acid CN1N=C(C=C1)C#CC=1C=C(OC2=C(N=NN2)C(=O)O)C=CC1